ClC=CCC=1C(NC(NC1)=O)=O 5-(chloroallyl)uracil